C(C)O[Si](C)(CCCOCC1CO1)OCC diethoxy(3-glycidoxypropyl)(methyl)silane